[Cl-].[Cl-].C[Si](=[Zr+2](C1C(=CC2=C(C=3CCCC3C=C12)C1=CC=C(C=C1)C(C)(C)C)C)C1C(=CC2=C(C=3CCCC3C=C12)C1=CC=C(C=C1)C(C)(C)C)C)C rac-dimethylsilylenebis[2-methyl-4-(4-tert-butylphenyl)-1,5,6,7-tetrahydro-s-indacen-1-yl]zirconium dichloride